C(C)C1=NC=CC(=N1)/C=C/C(=O)OCC (E)-ethyl 3-(2-ethylpyrimidin-4-yl)acrylate